C(C)(C)(C)OC(=O)N1CCC(CC1)C1=NC(=CC=C1)O 4-(6-hydroxypyridine-2-yl)piperidine-1-carboxylic acid tert-butyl ester